4-(2,3-dichloro-6-methoxyphenyl)-2-(dimethylcarbamoyl)piperidine-1-carboxylic acid tert-butyl ester C(C)(C)(C)OC(=O)N1C(CC(CC1)C1=C(C(=CC=C1OC)Cl)Cl)C(N(C)C)=O